FC(C(C(C(F)(F)F)(F)F)(F)F)(S(=O)(=O)CC(C)=O)F 1-((perfluorobutyl)sulfonyl)propan-2-one